2-acetamido-N-acetylmannosamine C(C)(=O)NC1(C(O)O[C@@H]([C@H]([C@@H]1O)O)CO)NC(C)=O